(S)-phenyl-ethylamine C1(=CC=CC=C1)NCC